7-((3-chloropropyl)amino)-2,3-dihydropyrido[2,3-f][1,4]oxazepine ClCCCNC=1C=CC2=C(C=NCCO2)N1